7-methyl-4-oxo-4H-chromene-2-carboxamide CC1=CC=C2C(C=C(OC2=C1)C(=O)N)=O